(2r,3s,4r,5r)-5-(6-amino-2-chloro-9H-purin-9-yl)-4-((tert-butyldimethylsilyl)oxy)-2-(((4-methoxy-phenyl)diphenylmethoxy)methyl)tetrahydrofuran-3-ol NC1=C2N=CN(C2=NC(=N1)Cl)[C@H]1[C@@H]([C@H]([C@H](O1)COC(C1=CC=CC=C1)(C1=CC=CC=C1)C1=CC=C(C=C1)OC)O)O[Si](C)(C)C(C)(C)C